(+)-dibenzoyltartrate C(C1=CC=CC=C1)(=O)C(C(C(=O)[O-])(O)C(C1=CC=CC=C1)=O)(O)C(=O)[O-]